NC1=C(C(=NC=N1)N1C[C@@H](CCC1)N1C([C@@H](CCC1)NC1=CC(=CC(=C1)Cl)Cl)=O)F (3R,3'R)-1'-(6-amino-5-fluoropyrimidin-4-yl)-3-(3,5-dichlorophenylamino)-1,3'-bipiperidin-2-one